CC1(OC2=C(C3C=C(CCC13)C)C(=C(C(=C2)CCCC=C)C(=O)O)O[C@H]2O[C@@H]([C@H]([C@@H]([C@H]2CO)O)O)O)C 6,6,9-trimethyl-3-(pent-4-en-1-yl)-1-{[(2S,3R,4R,5S,6S)-4,5,6-trihydroxy-3-(hydroxymethyl)oxan-2-yl]oxy}-6H,6aH,7H,8H,10aH-benzo[c]isochromene-2-carboxylic acid